1'-((3,6-difluoro-4-oxo-4,5-dihydropyrrolo[1,2-a]quinoxalin-7-yl)methyl)-5-fluoro-N-methyl-1',2',3',6'-tetrahydro-[3,4'-bipyridine]-6-carboxamide FC=1C=CN2C1C(NC1=C(C(=CC=C21)CN2CCC(=CC2)C=2C=NC(=C(C2)F)C(=O)NC)F)=O